NC1=NN=C(S1)N1C(N(C2=C1C=C(C=C2)S(=O)(=O)NC2(CC2)C)C)=O 3-(5-amino-1,3,4-thiadiazol-2-yl)-1-methyl-N-(1-methylcyclopropyl)-2-oxo-benzimidazole-5-sulfonamide